C(CCCCCCCCCCCC)NC1=CC(C(C=C1)=O)=O 4-tridecylamino-1,2-benzoquinone